3-{2-[(3aR,9bR)-7-[(2-chloro-6-fluorophenyl)methoxy]-9b-(4-fluorobenzenesulfonyl)-1H,2H,3H,3aH,4H,5H,9bH-benzo[e]indol-3-yl]-2-oxoethyl}-1λ6-thiolane-1,1-dione ClC1=C(C(=CC=C1)F)COC1=CC2=C([C@@]3(CCN([C@@H]3CC2)C(CC2CS(CC2)(=O)=O)=O)S(=O)(=O)C2=CC=C(C=C2)F)C=C1